CN1CC=2N(C3=CC=CC(=C13)NC(OC(C)(C)C)=O)N=C(C2)C(F)(F)F tert-butyl (5-methyl-2-(trifluoromethyl)-4,5-dihydropyrazolo[1,5-a]quinoxalin-6-yl)carbamate